ClC=1C(=NC(=NC1)N[C@@H]1CC[C@H](CC1)NC(C)=O)C1CN(CC1)C(C1=CC=C(C=C1)F)=O trans-N-(4-((5-chloro-4-(1-(4-fluorobenzoyl)pyrrolidin-3-yl)pyrimidin-2-yl)amino)cyclohexyl)acetamide